4-(benzyloxy)-2-(methylamino)butanenitrile C(C1=CC=CC=C1)OCCC(C#N)NC